(M)-2-(4-(4-(aminomethyl)-1-oxo-1,2-dihydrophthalazin-6-yl)-1-methyl-1H-pyrazol-5-yl)-4-chloro-6-(cyclopropylmethyl)-3-fluorobenzonitrile NCC1=NNC(C2=CC=C(C=C12)C=1C=NN(C1C1=C(C#N)C(=CC(=C1F)Cl)CC1CC1)C)=O